N-cyclopropyl-5-fluoro-2-[3-[(trans)-2-[4-(pyrrolidin-1-ylmethyl)-2-pyridinyl]vinyl]-1-tetrahydropyran-2-yl-indazol-6-yl]sulfanylbenzamide C1(CC1)NC(C1=C(C=CC(=C1)F)SC1=CC=C2C(=NN(C2=C1)C1OCCCC1)\C=C\C1=NC=CC(=C1)CN1CCCC1)=O